ClC1=CC(=C(COC2=CC=CC(=N2)C2=CC=C(C=3CCOC32)C(C)C3=NC2=C(N3CC3(CC3)CF)C=C(C=C2)C(=O)[O-])C=C1)F 2-(1-(7-(6-((4-chloro-2-fluorobenzyl)oxy)pyridin-2-yl)-2,3-dihydrobenzofuran-4-yl)ethyl)-1-((1-(fluoromethyl)cyclopropyl)methyl)-1H-benzo[d]imidazole-6-carboxylate